C1CCC2=C(C=3CCCC3C=C12)NC(=O)NS(=O)(=N)C=1OC=C(C1)CNC(C)C N-((1,2,3,5,6,7-hexahydro-s-indacen-4-yl)carbamoyl)-4-((isopropylamino)methyl)furan-2-sulfonimidamide